N,N-di(2-chloroethyl)-1,4-phenylenediamine ClCCN(C1=CC=C(C=C1)N)CCCl